CC1(C(C(C(C1)C)O)O)C 3,3,5-Trimethylcyclopentan-1,2-diol